CC1(C(NC(CC1)=O)=O)N1CC2=CC=C(C=C2C1=O)C1CCN(CC1)CCC(=O)O 3-[4-[2-(3-methyl-2,6-dioxo-3-piperidyl)-3-oxo-isoindolin-5-yl]-1-piperidyl]propanoic acid